COC=1C=C(C=CC1)NC1=NC(=NN1C)\C=C\CC1=CC=CC=C1 (E)-N-(3-methoxyphenyl)-1-methyl-3-(3-phenylprop-1-en-1-yl)-1H-1,2,4-triazol-5-amine